NC1=CC=C(C=C1)C(=O)C=1NC=2C=CC3=C(C2C1)C(=CC=C3)OC (4-Amino-phenyl)-(9-methoxy-3H-benzo[e]indol-2-yl)-methan-one